Allyl (cyclohexyloxy)-acetate C1(CCCCC1)OCC(=O)OCC=C